N-(3-((3-(dimethylamino)pyrrolidin-1-yl)methyl)-5-(trifluoromethyl)phenyl)-4,5,6,7-tetrahydrothieno[2,3-c]pyridine-3-carboxamide CN(C1CN(CC1)CC=1C=C(C=C(C1)C(F)(F)F)NC(=O)C1=CSC=2CNCCC21)C